N1C(C(C1([2H])[2H])[2H])([2H])[2H] (2,2,3,4,4-2H5)Azetidine